diisooctyl pimelate C(CCCCCC(=O)OCCCCCC(C)C)(=O)OCCCCCC(C)C